2-(2-hydroxyethyl)-6-(4-methylpiperazin-1-yl)benzo[de]isoquinoline-1,3-dione OCCN1C(C2=CC=CC=3C2=C(C1=O)C=CC3N3CCN(CC3)C)=O